C1[SiH2]CCC1 2-sila-cyclopentane